N1(N=CN=C1)C[C@H]1CN(C(O1)=O)C1=CC(=C(C=C1)N1CCSCCC1)F (R)-5-[(1H-1,2,4-triazol-1-yl)methyl]-3-[3-fluoro-4-(1,4-thiazepan-4-yl)phenyl]oxazolidin-2-one